3-(2-benzofuranyl)-6-[3-(methylsulfonyl)propoxy]-7-phenyl-imidazo[1,2-b]pyridazine O1C(=CC2=C1C=CC=C2)C2=CN=C1N2N=C(C(=C1)C1=CC=CC=C1)OCCCS(=O)(=O)C